C(C1=CC=CC=C1)N=C=O benzyl isocyanate